C[C@H]1N([C@@H](COC1)C)C(C)=O 1-[(3R,5R)-3,5-dimethylmorpholin-4-yl]ethanone